ClC1=C(C=CC=C1F)C=1CCN(CC1)CC=1C=C2C(N(C(C2=CC1)=O)C1C(NC(CC1)=O)=O)=O 5-((4-(2-chloro-3-fluorophenyl)-3,6-dihydropyridin-1(2H)-yl)methyl)-2-(2,6-dioxopiperidin-3-yl)isoindoline-1,3-dione